3-tert-butyl-1-phenyl-1H-pyrazole-5-carboxylic acid C(C)(C)(C)C1=NN(C(=C1)C(=O)O)C1=CC=CC=C1